ClC1=CC2=C(N(C(N=C2N2C(CN(CC2)C(COC2=C(C=CC=C2Cl)Cl)=O)C)=O)C=2C(=NC=CC2C)C(C)C)N=C1C1=C(C=CC=C1)F 6-chloro-4-(4-(2-(2,6-dichlorophenoxy)acetyl)-2-methylpiperazin-1-yl)-7-(2-fluorophenyl)-1-(2-isopropyl-4-methylpyridin-3-yl)pyrido[2,3-d]pyrimidin-2(1H)-one